pyridine-2-carbonitrile, hydrochloride Cl.N1=C(C=CC=C1)C#N